CC(C)[C@@H](C(=O)O)N S-Valin